CCCCCN(CCCCC)C1=CC=CC=C1 N,N-dipentylaniline